N1=C(C=CC=C1)C1=NC2=CC=CC=C2C=C1 2-(pyridin-2-yl)quinoline